5-(3,4-dihydroxybenzyl)-N-(5-(methylthio)-1,3,4-thiadiazol-2-yl)benzo[c]isoxazole-3-carboxamide OC=1C=C(CC2=CC=3C(=NOC3C(=O)NC=3SC(=NN3)SC)C=C2)C=CC1O